NCCC(F)(F)C1=C(C=CC=C1)C=1N=C(SC1)NS(=O)(=O)C1=CC(=CC=C1)Br N-[4-[2-(3-amino-1,1-difluoro-propyl)phenyl]thiazol-2-yl]-3-bromo-benzenesulfonamide